N-[(1R)-1-[4-[4-(Hydroxymethyl)phenyl]phenyl]ethyl]-2-methyl-5-(4-methylpiperazin-1-yl)benzamide OCC1=CC=C(C=C1)C1=CC=C(C=C1)[C@@H](C)NC(C1=C(C=CC(=C1)N1CCN(CC1)C)C)=O